N-(4-{6-[(1R)-1-hydroxybutyl]-4-methylpyridin-3-yl}imidazo[1,2-a]1,6-naphthyridin-8-yl)cyclopropanecarboxamide O[C@H](CCC)C1=CC(=C(C=N1)C=1C=2N(C3=CC(=NC=C3C1)NC(=O)C1CC1)C=CN2)C